2-(2-Chlorophenyl)-N-[4-(5-cyclopropyl-1,3,4-oxadiazol-2-yl)-3-{[(dimethylamino)methylene]sulfamoyl}phenyl]acetamide ClC1=C(C=CC=C1)CC(=O)NC1=CC(=C(C=C1)C=1OC(=NN1)C1CC1)S(N=CN(C)C)(=O)=O